tert-butyl-6,6-dimethyl-5-(1H-pyrrolo[2,3-b]pyridin-3-yl)-3,6-dihydropyridine-1(2H)-carboxylate C(C)(C)(C)OC(=O)N1CCC=C(C1(C)C)C1=CNC2=NC=CC=C21